(4-amino-1-(4-(aminomethyl)benzyl)-1H-imidazo[4,5-c]quinolin-2-yl)methanol NC1=NC=2C=CC=CC2C2=C1N=C(N2CC2=CC=C(C=C2)CN)CO